(S)-2-methoxypropyl methanesulfonate CS(=O)(=O)OC[C@H](C)OC